FC1=C2C(N(C=NC2=CC(=C1)C=1C=C(C=2N(C1)C=C(N2)C)C#N)C2CCNCC2)=O 6-[5-fluoro-4-oxo-3-(piperidin-4-yl)quinazolin-7-yl]-2-methylimidazo[1,2-a]pyridine-8-carbonitrile